FC1=C(C=CC(=C1)F)[C@@](CN1N=CN=C1)([C@@H](C)O)O (2R,3R)-2-(2,4-difluorophenyl)-1-(1H-1,2,4-triazol-1-yl)butane-2,3-diol